tert-butyl (S)-4-((2-(3-(3-((R)-fluoro(4-methyl-4H-1,2,4-triazol-3-yl)methyl)oxetan-3-yl)phenyl)-3-oxo-7-(trifluoromethyl)isoindolin-5-yl)methyl)-3-isopropylpiperazine-1-carboxylate F[C@H](C1(COC1)C=1C=C(C=CC1)N1CC2=C(C=C(C=C2C1=O)CN1[C@H](CN(CC1)C(=O)OC(C)(C)C)C(C)C)C(F)(F)F)C1=NN=CN1C